NC1=NC2=C(C=3N1N=C(N3)C=3OC=CC3)SC(N2CCN2CCN(CC2)C2=CC=C(C=C2)OCCN2CCOCC2)=O 5-amino-8-(furan-2-yl)-3-(2-(4-(4-(2-morpholinoethoxy)phenyl)piperazin-1-yl)ethyl)thiazolo[5,4-e][1,2,4]triazolo[1,5-c]pyrimidin-2(3H)-one